CC=1C(=NC(=NC1)NC1=CC(=C(C=C1)N1CCC(CC1)NCCO)F)C=1C=NN(C1)C(C)C 5-methyl-N-(3-fluoro-4-(4-hydroxyethylaminopiperidin-1-yl)phenyl)-4-(1-isopropyl-1H-pyrazol-4-yl)pyrimidin-2-amine